(S)-N-(1-amino-3-hydroxy-1-oxopropan-2-yl)-2-methyl-5-(pyridazin-3-ylmethoxy)benzofuran NC([C@H](CO)N1NC(=CC=C1)COC=1C=CC2=C(C=C(O2)C)C1)=O